N[C@](C(=O)N1CCC2(C[C@@H]2CCOC2=CC(=C(C(=O)N(C)C)C=C2)Cl)CC1)(C(F)(F)F)C1=CC=CC=C1 |o1:1,9| 4-(2-((R or S)-6-((R or S)-2-amino-3,3,3-trifluoro-2-phenylpropanoyl)-6-azaspiro[2.5]octan-1-yl)ethoxy)-2-chloro-N,N-dimethylbenzamide